BrC=1C=2C3=C(C(N(C3=CC1)C1(CN(C1)C(=O)OC(C)(C)C)C#N)=O)C=CC2 tert-butyl 3-(6-bromo-2-oxobenzo[cd]indol-1(2H)-yl)-3-cyanoazetidine-1-carboxylate